(R)-(+)-2-(chloro-2-methylphenoxy)propionic acid ClC=1C(=C(O[C@@H](C(=O)O)C)C=CC1)C